2-(4'-chloro-[1,1'-biphenyl]-4-yl)-4-(naphthalen-1-yl)-6-phenyl-1,3,5-triazine ClC1=CC=C(C=C1)C1=CC=C(C=C1)C1=NC(=NC(=N1)C1=CC=CC2=CC=CC=C12)C1=CC=CC=C1